OC=1C(=CC=2C(C3=CC=CC=C3C(C2C1O)=O)=O)NS(=O)(=O)C1=CC=C(C=C1)C1=CC=CC=C1 N-(3,4-dihydroxy-9,10-dioxo-9,10-dihydroanthracen-2-yl)-[1,1'-biphenyl]-4-sulfonamide